(5-fluoro-2-ethylquinolin-6-yl)methanone FC1=C2C=CC(=NC2=CC=C1C=O)CC